FC1=CC=C(OC2=CC=C(C=C2)C=2NC=3N(N=CC3C3CCNCC3)C2C(=O)N)C=C1 2-(4-(4-fluorophenoxy)phenyl)-7-(piperidin-4-yl)-1H-imidazo[1,2-b]pyrazole-3-carboxamide